C(#N)C1(CCN(CC1)C(=O)NC=1SC(=C(N1)C1=CC(=CC=C1)C#N)C1=CC(=NC(=C1)C)CO)OC 4-cyano-N-[4-(3-cyanophenyl)-5-[2-(hydroxymethyl)-6-methyl-4-pyridinyl]thiazol-2-yl]-4-methoxy-piperidine-1-carboxamide